methyl (R)-2-(((tert-butoxycarbonyl) (methyl) amino) methyl)-3-methylbutanoate C(C)(C)(C)OC(=O)N(C)C[C@H](C(=O)OC)C(C)C